2-((2-hydroxyethyl)amino)-1-(1H-pyrrolo[3,2-c]pyridin-3-yl)ethane-1-one OCCNCC(=O)C1=CNC2=C1C=NC=C2